C1(=CC=CC=C1)N1C2=CC=CC=C2C=2C=CC=C(C12)N(C1=CC=CC=C1)C1=CC2=C(C3=C(O2)C=C2C=C4C(OC5=C4C=CC(=C5)N(C5=CC=CC=4C6=CC=CC=C6N(C54)C5=CC=CC=C5)C5=CC=CC=C5)=CC2=C3)C=C1 3,10-bis[N-(9-phenyl-9H-carbazolyl)-N-phenylamino]naphtho[2,3-b:6,7-b']bisbenzofuran